BrC=1C=C(CNS(=O)(=O)C2=CC=C(C=C2)NC(=O)C2C(C2)C2=CC=NC=C2)C=CC1Br N-(4-(N-(3,4-dibromobenzyl)sulfamoyl)phenyl)-2-(pyridin-4-yl)cyclopropane-1-carboxamide